methyl 4-iodo-2-[(4-methoxy-6-methyl-1,3,5-triazin-2-yl)carbamoylsulfamoyl]benzoate IC1=CC(=C(C(=O)OC)C=C1)S(NC(NC1=NC(=NC(=N1)OC)C)=O)(=O)=O